C(C)C=1C=C(C=C2C=NC(=NC12)NC1CCC(CC1)NC)C=1C=CC(=NC1OC)NS(=O)(=O)C1=C(C=CC=C1)C N-(5-(8-ethyl-2-(((1r,4r)-4-(methylamino)cyclohexyl)amino)quinazolin-6-yl)-6-methoxypyridin-2-yl)-2-methylbenzenesulfonamide